N[C@H](C)C=1C=C(C=CC1)C(CO)(F)F 2-{3-[(1R)-1-aminoethyl]Phenyl}-2,2-difluoroethane-1-ol